4-amino-2H-1λ2-pyrimidin-2-one NC1=NC([N]C=C1)=O